(6-bromo-3-methoxypyridin-2-yl)ethan-1-ol BrC1=CC=C(C(=N1)C(C)O)OC